C(C)(C)(C)OC(=O)N[C@H]([C@H]1CO1)CC1CCCC1 (2S,3S)-1,2-epoxy-3-(tert-butoxycarbonylamino)-4-cyclopentylbutane